methyl (trans)-2-{[3-(4-cyclopropoxy-6-methoxypyrimidin-5-yl)-1-{[2-(trimethylsilyl)ethoxy]methyl}pyrrolo[2,3-b]pyridin-6-yl]carbamoyl}cyclopropane-1-carboxylate C1(CC1)OC1=NC=NC(=C1C1=CN(C2=NC(=CC=C21)NC(=O)[C@H]2[C@@H](C2)C(=O)OC)COCC[Si](C)(C)C)OC